C(C)(C)(C)[C@@]1(N(C[C@@H](C1)C#N)C(=O)O)CO tert-butyl-(2r,4r)-4-cyano-2-(hydroxymethyl)pyrrolidine-1-carboxylic acid